tert-butyl 4-((2-butyl-1H-imidazo[4,5-d]thieno[3,2-b]pyridin-1-yl) methyl)piperidine-1-carboxylate C(CCC)C1=NC=2C(=C3C(=NC2)C=CS3)N1CC1CCN(CC1)C(=O)OC(C)(C)C